(4-(4-((3-chlorobenzyl)amino)-6-(3,5-dimethylisoxazol-4-yl)quinazolin-2-yl)Piperazin-1-yl)(cyclopropyl)methanone ClC=1C=C(CNC2=NC(=NC3=CC=C(C=C23)C=2C(=NOC2C)C)N2CCN(CC2)C(=O)C2CC2)C=CC1